FC=1C(=CC2=C(C(NC=3CNC[C@@H](C23)N(C(=O)C=2NC3=CC=CC=C3C2)C)=O)C1)F |r| Racemic-N-(8,9-difluoro-6-oxo-1,2,3,4,5,6-hexahydrobenzo[c][1,7]naphthyridin-1-yl)-N-methyl-1H-indole-2-carboxamide